tert-butyl 6-(benzylamino)-6-(2-ethoxy-2-oxoethyl)-1,4-oxazepan-4-carboxylate C(C1=CC=CC=C1)NC1(CN(CCOC1)C(=O)OC(C)(C)C)CC(=O)OCC